((3-(pyrrolidin-1-ylmethyl)oxetan-3-yl)methyl)benzene-1,4-diamine N1(CCCC1)CC1(COC1)CC1=C(C=CC(=C1)N)N